(R)-3-methyl-4-((triisopropylsilyl)oxy)butane-1-ol Zinc [Zn].C[C@H](CCO)CO[Si](C(C)C)(C(C)C)C(C)C